(S)-N-((S)-2,2-difluoro-1-(1-neopentyl-6-(3-(trifluoromethyl)pyrazin-2-yl)-1H-indol-3-yl)ethyl)-2-methylpropane-2-sulfinamide FC([C@H](C1=CN(C2=CC(=CC=C12)C1=NC=CN=C1C(F)(F)F)CC(C)(C)C)N[S@@](=O)C(C)(C)C)F